ClC=1C=NC=C(C1[C@@H](C)OC1=C(C=C2C(=N1)C(=NN2C2OCCCC2)C=2C=CC(=NC2)C=2C(=NN(C2C)CC(C)(O)C)C)C)Cl 1-(4-(5-(5-((R)-1-(3,5-dichloropyridin-4-yl)ethoxy)-6-methyl-1-(tetrahydro-2H-pyran-2-yl)-1H-pyrazolo[4,3-b]pyridin-3-yl)pyridin-2-yl)-3,5-dimethyl-1H-pyrazol-1-yl)-2-methyl-2-propanol